2-(Phenylimino)-1,3-thiazolidin C1(=CC=CC=C1)N=C1SCCN1